ON([C@@H]([C@@H](C)CC)C(=O)O)O (Dihydroxy)Isoleucin